(S)-N-(3-(5-chloro-2-methoxyphenyl)-1-(2-(3-hydroxypyrrolidin-1-yl)ethyl)-1H-pyrazol-4-yl)pyrazolo[1,5-a]pyrimidine-3-carboxamide ClC=1C=CC(=C(C1)C1=NN(C=C1NC(=O)C=1C=NN2C1N=CC=C2)CCN2C[C@H](CC2)O)OC